CCCCC(C(=O)NCCCCCC(=O)O)(C(=O)N(C1=CC=CC=C1)NC2=CC=CC=C2)O The molecule is a dicarboxylic acid diamide that is a derivative of butyl(hydroxy)malonic acid in which one carboxy group has formed a hydrazide with 1,2-diphenylhydrazine and the other an amide with 6-aminohexanoic acid. It is a dicarboxylic acid diamide and a carbohydrazide.